C(C)C(C(=O)O)(CC)C.CC(C(=O)OCC)CC ethyl 2-methylbutyrate (ethyl-2-methyl butanoate)